tert-butyl 3-(3-cyanoazetidin-1-yl)-6-azabicyclo[3.1.1]heptane-6-carboxylate C(#N)C1CN(C1)C1CC2N(C(C1)C2)C(=O)OC(C)(C)C